1-bromo-2-fluoro-3-methoxybenzene BrC1=C(C(=CC=C1)OC)F